OC1=C(C=C(C=C1)C)N1N=C2C(=N1)C=CC=C2 2-(2'-hydroxy-5-methylphenyl)benzotriazole